OC(COC=1C=C(C=2N(C1)N=CC2C#N)C=2C=NC(=CC2)N2CC1N(C(C2)C1)CC=1N=C(OC1)C)(C)C 6-(2-hydroxy-2-methylpropoxy)-4-(6-(6-((2-methyloxazol-4-yl)methyl)-3,6-diazabicyclo[3.1.1]heptan-3-yl)pyridin-3-yl)pyrazolo[1,5-a]pyridine-3-carbonitrile